C(C=C)(=O)O.FC(F)(F)OC(F)(F)F trifluoromethyl ether acrylate